C(C1=CC=CC=C1)OC(=O)N[C@H](C(=O)O)C[C@@H](C(F)(F)F)C (2S,4S)-2-(benzyloxycarbonylamino)-5,5,5-trifluoro-4-methylpentanoic acid